2-(3-(3-chlorophenyl)-1,3-dimethylureido)-5-oxo-5H-thieno[3,2-b]pyran-6-carboxylic acid ClC=1C=C(C=CC1)N(C(N(C)C1=CC=2OC(C(=CC2S1)C(=O)O)=O)=O)C